CC1=C(C=C(C=C1)NC(=O)C1=CC=C(C=C1)C1CCN(CC1)COC(C(C)(C)C)=O)NC1=NC=CC(=N1)C=1C=NC=CC1 2,2-Dimethyl-propionic acid 4-{4-[4-methyl-3-(4-pyridin-3-yl-pyrimidin-2-ylamino)-phenyl-carbamoyl]-phenyl}-piperidin-1-ylmethyl ester